C(#N)C=1C=C(C=CC1)C1CCN(CC1)C1=C(C(N(C2=CC=CC=C12)C)=O)C#N 4-[4-(3-cyanophenyl)piperidin-1-yl]-1-methyl-2-oxo-1,2-dihydroquinoline-3-carbonitrile